tert-Butyl rac-(3aS,7aS)-7,7-difluoro-2-oxo-3a,4,6,7a-tetrahydro-3H-oxazolo[4,5-c]pyridine-5-carboxylate FC1([C@@H]2[C@H](CN(C1)C(=O)OC(C)(C)C)NC(O2)=O)F |r|